4-nitro-1,2,3,5,6,7-hexahydro-s-indacen-2-ol [N+](=O)([O-])C1=C2CC(CC2=CC=2CCCC12)O